[Mg].[Si].[Si] disilicon-magnesium